2-heptanone-d2 C(C(CCCCC)=O)([2H])[2H]